C(C)(C)(C)OC(=O)N1CCC=2C=CC(=NC2C1)N1C(C2=C(CC1)C(=NN2C2=CC(=CC=C2)Cl)C(=O)OCC)=O 2-[1-(3-Chlorophenyl)-3-ethoxycarbonyl-7-oxo-4,5-dihydropyrazolo[3,4-c]pyridin-6-yl]-6,8-dihydro-5H-1,7-naphthyridine-7-carboxylic acid tert-butyl ester